tert-butyl N-[(1S)-1-(dicyclopropylmethyl)-2-[[1-[(1S)-1-(5-fluoro-2-methoxy-3-pyridyl)ethyl]pyrazol-4-yl]amino]-2-oxo-ethyl]carbamate C1(CC1)C([C@@H](C(=O)NC=1C=NN(C1)[C@@H](C)C=1C(=NC=C(C1)F)OC)NC(OC(C)(C)C)=O)C1CC1